C1(CC1)C1=C(C(=NO1)C1=C(C=CC=C1Cl)Cl)COC1CCN(CC1)C1=NC=CC=N1 2-(4-((5-cyclopropyl-3-(2,6-dichlorophenyl)isoxazol-4-yl)methoxy)piperidin-1-yl)pyrimidin